CC1=C(C(=O)C(=C(C1=O)C)C)C tetramethyl-p-benzoquinone